C1(CCCC1)N1C=CC2=C1N=C(N=C2)NC2=NC=C(C=C2)N2CCNCC2 7-Cyclopentyl-2-(5-piperazin-1-yl-pyridin-2-ylamino)-7H-pyrrolo[2,3-d]pyrimidin